O[C@@H]1C[C@@H](OC2=C1C=C(C=C2)C(F)(F)F)C(=O)NC21CC(C2)(C1)N1N=CC(=C1)C(=O)N1C[C@H](CC1)OC(F)(F)F (2R,4R)-4-hydroxy-N-(3-{4-[(3S)-3-(trifluoromethoxy)pyrrolidine-1-carbonyl]-1H-pyrazol-1-yl}bicyclo[1.1.1]pentan-1-yl)-6-(trifluoromethyl)-3,4-dihydro-2H-1-benzopyran-2-carboxamide